3-(carboxymethoxy)-cyclooctyne C(=O)(O)COC1C#CCCCCC1